C(C)C1=C(C=CC=C1)B(O)O 2-Ethyl-phenyl-boronic acid